C[C@H]1[C@@H](C1)C(=O)NCC1=NC(=NO1)C=1N(C2=CC=CC(=C2C1)NC1CCN(CC1)C)CC(F)(F)F |r| (+/-)-(1R,2R)-2-methyl-N-[(3-{4-[(1-methylpiperidin-4-yl)amino]-1-(2,2,2-trifluoroethyl)-1H-indol-2-yl}-1,2,4-oxadiazol-5-yl)methyl]cyclopropane-1-carboxamide